C(C)(C)(C)N1N=C(C=C1NC(OCC1=CC=CC=C1)=O)C1CC(CC1)OC(=O)OC1=CC=C(C=C1)[N+](=O)[O-] 2-cis-benzyl (1-(tert-butyl)-3-(3-(((4-nitrophenoxy)carbonyl)oxy)cyclopentyl)-1H-pyrazol-5-yl)carbamate